(R)-N-(1-(2-(2,2-difluoroethoxy)-5-fluorophenyl)ethyl)pyrazolo[1,5-a]pyrimidin-5-amine FC(COC1=C(C=C(C=C1)F)[C@@H](C)NC1=NC=2N(C=C1)N=CC2)F